Pyridazine-3(2H)-thione N=1NC(C=CC1)=S